ClC1=CC(=NC=C1C(=O)NC1=CC=C(C=C1)CCNC([O-])=O)C(F)(F)F N-(2-{4-[4-chloro-6-(trifluoromethyl)nicotinamido]phenyl}ethyl)carbamate